N'-((3-(trifluoromethyl)bicyclo[4.2.0]octa-1,3,5-trien-2-yl)carbamoyl)-6,7-dihydro-5H-pyrazolo[5,1-b][1,3]oxazine-3-sulfonimidamide FC(C=1C(=C2CCC2=CC1)NC(=O)N=S(=O)(N)C=1C=NN2C1OCCC2)(F)F